N-((6-(difluoromethoxy)pyridin-3-yl)methyl)-6-(4-fluorophenyl)-8-methoxyquinazolin-4-amine FC(OC1=CC=C(C=N1)CNC1=NC=NC2=C(C=C(C=C12)C1=CC=C(C=C1)F)OC)F